C(C1=CC=CC=C1)(=O)C1=C(C=CC=C1)[S+](C1=CC=CC=C1)C benzoyl-methyldiphenylsulfonium